2-[2-[[4-[6-[8-(1,3-benzothiazol-2-ylcarbamoyl)-3,4-dihydro-1H-isoquinolin-2-yl]-2-tert-butoxycarbonyl-3-pyridyl]-3-methyl-phenoxy]methyl]-7-azaspiro[3.5]nonan-7-yl]acetic acid S1C(=NC2=C1C=CC=C2)NC(=O)C=2C=CC=C1CCN(CC21)C2=CC=C(C(=N2)C(=O)OC(C)(C)C)C2=C(C=C(OCC1CC3(C1)CCN(CC3)CC(=O)O)C=C2)C